C(C)(C)(C)C1=CC=C(C=C1)CCNC(CC1N(C(CC1)=O)CC1=CC=C(C=C1)C)=O N-[2-(4-tert-butylphenyl)ethyl]-2-[1-[(4-methylphenyl)methyl]-5-oxopyrrolidin-2-yl]acetamid